4-(4-(bromomethyl)piperidin-1-yl)-8-fluoro-2-(((2R,7aS)-2-fluorotetrahydro-1H-pyrrolizin-7a(5H)-yl)methoxy)-7-(naphthalen-1-yl)pyrido[4,3-d]pyrimidine BrCC1CCN(CC1)C=1C2=C(N=C(N1)OC[C@]13CCCN3C[C@@H](C1)F)C(=C(N=C2)C2=CC=CC1=CC=CC=C21)F